C1(C(C1([2H])[2H])([2H])[2H])C(C(=O)[O-])=O.[K+] potassium 2-(cyclopropyl-2,2,3,3-d4)-2-oxoacetate